C(C)(C)(C)C1N(CC=C(C1)C=1C=C2CN(C(C2=CC1)=O)C1C(NC(CC1)=O)=O)C(=O)O.C(C)(C)(C)OC(=O)N1CCC=CC1 3,6-dihydropyridine-1(2H)-carboxylic acid tert-butyl ester (tert-butyl 4-(2-(2,6-dioxopiperidin-3-yl)-1-oxoisoindolin-5-yl)-3,6-dihydropyridine-1(2H)-carboxylate)